ClC=1C=C2C(=NC(=NC2=CC1C1=CC=CC2=CC=C(C(=C12)Cl)F)OCC12CCCN2CCC1)N1[C@H]2CCN([C@@H]2C1)C(C=C)=O 1-((1R,5S)-6-(6-chloro-7-(8-chloro-7-fluoronaphthalen-1-yl)-2-((tetrahydro-1H-pyrrolizin-7a(5H)-yl)methoxy)quinazolin-4-yl)-2,6-diazabicyclo[3.2.0]hept-2-yl)prop-2-en-1-one